NC1=CC=C(C(=O)O)C=C1 (dl)-p-aminobenzoic acid